(±)-cis-2-((3-((R)-3-(1,3-dioxoisoindolin-2-yl)-1-hydroxypropyl)phenoxy)methyl)cyclohexyl acetate C(C)(=O)O[C@H]1[C@H](CCCC1)COC1=CC(=CC=C1)[C@@H](CCN1C(C2=CC=CC=C2C1=O)=O)O |r|